5-bromo-3-methyl-2-phenylquinazolin-4(3H)-one BrC1=C2C(N(C(=NC2=CC=C1)C1=CC=CC=C1)C)=O